BrC1=CC=NN1 5-bromo-1H-pyrazole